C(C)OC(CCC(F)F)=O 4,4-difluoro-butyric acid ethyl ester